5,13,17-trimethylpentatriacontane CC(CCCC)CCCCCCCC(CCCC(CCCCCCCCCCCCCCCCCC)C)C